N-(7-chloro-6-(1-(4-hydroxy-3-methyltetrahydrofuran-3-yl)piperidin-4-yl)isoquinolin-3-yl)-2-(5-methylthiophen-2-yl)cyclopropane-1-carboxamide ClC1=C(C=C2C=C(N=CC2=C1)NC(=O)C1C(C1)C=1SC(=CC1)C)C1CCN(CC1)C1(COCC1O)C